ClC1=C(C2=C(N=CN=C2N)C=N1)F 6-chloro-5-fluoropyrido[3,4-d]Pyrimidin-4-amine